(((S)-1-carboxy-5-(4-([125I]iodo)benzamido)pentyl)carbamoyl)-L-glutamic acid C(=O)(O)[C@H](CCCCNC(C1=CC=C(C=C1)[125I])=O)NC(=O)N[C@@H](CCC(=O)O)C(=O)O